1-(4-(3,4-dichlorophenyl)-5-(propylthio)thiazol-2-yl)-3-methyl-4-(2-(methylsulfonamido)benzyl)-1H-pyrazole-5-carboxylic acid ClC=1C=C(C=CC1Cl)C=1N=C(SC1SCCC)N1N=C(C(=C1C(=O)O)CC1=C(C=CC=C1)NS(=O)(=O)C)C